CC(CCO)CCCC(=C)C 3,7-dimethyl-7-octenyl alcohol